ClC1=CC(=C(C=C1)N1CCC(=CC1)C1=C(N)C=CC=C1)F 2-(1-(4-chloro-2-fluorophenyl)-1,2,3,6-tetrahydropyridin-4-yl)aniline